CC=1C(=C(C=C(C1)C(F)(F)F)O)C=1N=NC(=CC1)N1[C@@H]2[C@H](OCC1)CCOC2 |r| 3-methyl-2-[6-[rac-(4aS,8aR)-3,4a,5,7,8,8a-hexahydro-2H-pyrano[4,3-b][1,4]oxazin-4-yl]pyridazin-3-yl]-5-(trifluoromethyl)phenol